propylene sulfite methyl-propionate COC(CC)=O.S1(=O)OCC(C)O1